(S*)-tert-butyl 8,11,11-trifluoro-8-(hydroxymethyl)-3,4,8,9,10,11-hexahydro-1H-pyrido[4',3':3,4]pyrazolo[1,5-a]azepine-2(7H)-carboxylate F[C@]1(CCC(C=2N(C1)N=C1C2CN(CC1)C(=O)OC(C)(C)C)(F)F)CO |o1:1|